(2E)-4-(dimethylamino)but-2-enoyl chloride CN(C/C=C/C(=O)Cl)C